C1(CC1)N(C=1N=CC(=NC1)C1=C(C=C(C(=C1)F)C1=CC(=NC=C1)OC)O)[C@H]1[C@H]([C@@H]2CC[C@H](C1)N2)F 2-(5-(cyclopropyl((1S,2S,3R,5R)-2-fluoro-8-azabicyclo[3.2.1]octan-3-yl)amino)pyrazin-2-yl)-4-fluoro-5-(2-methoxypyridin-4-yl)phenol